tert-butyl 4-(5-amino-2,4-dimethyl-phenyl)piperazine-1-carboxylate NC=1C(=CC(=C(C1)N1CCN(CC1)C(=O)OC(C)(C)C)C)C